ethyl 2,5-dioxopyrroline-1-carboxylate O=C1N(C(CC1)=O)C(=O)OCC